SCC(=O)OCCCCCCOC(CS)=O 1,6-hexanediol di(2-mercaptoacetate)